(2-bromo-5-methylphenyl)acetic acid BrC1=C(C=C(C=C1)C)CC(=O)O